OC[C@@H]1CN(CCN1C)C(=O)OCC[Si](C)(C)C 2-trimethylsilylethyl (3S)-3-(hydroxymethyl)-4-methyl-piperazine-1-carboxylate